C(C)(=O)N1CCC(CC1)N1C(N(C2=C1C=CC(=C2)Cl)CC2=NC=C(C=C2)C=2OC(=NN2)C(F)F)=O 1-(1-acetylpiperidine-4-yl)-5-chloro-3-((5-(5-(difluoromethyl)-1,3,4-oxadiazole-2-yl)pyridine-2-yl)methyl)-1,3-dihydro-2H-benzo[d]imidazole-2-one